(3S)-3-[1,4-dimethyl-7-(trifluoromethoxy)-1H-benzotriazol-5-yl]-3-(7-{[(2R)-2-ethyl-7-hydroxy-2,3-dihydropyrido[2,3-f][1,4]oxazepin-4(5H)-yl]methyl}-1-benzothiophen-5-yl)propanoic acid CN1N=NC2=C1C(=CC(=C2C)[C@@H](CC(=O)O)C=2C=C(C1=C(C=CS1)C2)CN2C[C@H](OC1=C(C2)N=C(C=C1)O)CC)OC(F)(F)F